((2R,3S,4R,5R)-5-(4-aminopyrrolo[2,1-f][1,2,4]triazin-7-yl)-5-cyano-3,4-dihydroxytetrahydrofuran-2-yl)methyl (1-methylcyclopentyl) carbonate C(OC[C@H]1O[C@@]([C@@H]([C@@H]1O)O)(C#N)C1=CC=C2C(=NC=NN21)N)(OC2(CCCC2)C)=O